NC1[C@H](CCCC1)NC(OC(C)(C)C)=O tert-butyl (1S,21R)-2-aminocyclohexylcarbamate